6-{[10-chloro-2-(4-methoxyphenyl)[1,2,4]triazolo[1,5-c]quinazolin-5-yl]amino}-1,4-diazepan ClC=1C=2C=3N(C(=NC2C=CC1)NC1CNCCNC1)N=C(N3)C3=CC=C(C=C3)OC